N[C@@H](CC1=CC=CC=C1)C(=O)O.[Br] bromine L-phenylalanine